2-(5-(4-methylpiperazin-1-yl)pyridin-2-yl)pyrimidine-2,4-diamine CN1CCN(CC1)C=1C=CC(=NC1)C1(NC=CC(=N1)N)N